S1C(=CC=C1)\C(=C/C=1SC=CC1)\C1=NC(=CC=C1)C (Z)-2-(1,2-bis(thien-2-yl)vinyl)-6-methylpyridine